2-(2,2-dimethylpropylsulfonyl)-2,6-diazaspiro[3.3]heptane CC(CS(=O)(=O)N1CC2(C1)CNC2)(C)C